COC1=CC=C(C=C1)C(C(CC)C1=CC=CC=C1)=O 1-(4-methoxyphenyl)-2-phenylbutan-1-one